CC1([C@@H]2CCC([C@@H]([C@]2(CCC1)C)C(=O)OC)=O)C methyl (1R,4aS,8aS)-5,5,8a-trimethyl-2-oxodecahydronaphthalene-1-carboxylate